BrC1=C(C=CC(=C1)Br)\C=C/Br (Z)-2,4-dibromo-1-(2-bromovinyl)benzene